(1R,2R,6S)-2-azido-6-(4-(3-fluorophenyl)-1H-1,2,3-triazol-1-yl)cyclohexanol N(=[N+]=[N-])[C@H]1[C@@H]([C@H](CCC1)N1N=NC(=C1)C1=CC(=CC=C1)F)O